Tert-Butyl (5-chloro-3-cyclopropylpyrazolo[1,5-a]pyrimidin-7-yl)(3-methylsulfonylphenyl)carbamate ClC1=NC=2N(C(=C1)N(C(OC(C)(C)C)=O)C1=CC(=CC=C1)S(=O)(=O)C)N=CC2C2CC2